2-decyloxyethyl methacrylate C(C(=C)C)(=O)OCCOCCCCCCCCCC